2,2,2-trifluoroethyl 2-oxo-2-[rac-(2R,5S)-2-(4-benzyloxyphenyl)-5-methyl-1-piperidyl]acetate O=C(C(=O)OCC(F)(F)F)N1[C@H](CC[C@@H](C1)C)C1=CC=C(C=C1)OCC1=CC=CC=C1 |r|